(±)-4-(4-methyl-3-penten-1-yl)-3-cyclohexene-1-carbaldehyde CC(=CCCC1=CC[C@@H](CC1)C=O)C |r|